(2S)-5-[2-[2-(difluoromethoxy)-5-fluorophenyl]-2-hydroxyacetamido]-6-[[(1R,3R)-3-(methoxycarbonyl)cyclohexyl]amino]-2-methyl-1,2,3,4-tetrahydroquinoline-1-carboxylic acid methyl ester COC(=O)N1[C@H](CCC2=C(C(=CC=C12)N[C@H]1C[C@@H](CCC1)C(=O)OC)NC(C(O)C1=C(C=CC(=C1)F)OC(F)F)=O)C